diethylvinylphosphonat C(C)C(=CP([O-])([O-])=O)CC